di-tert-butyl 7-azaspiro[3.5]nonane-2,7-dicarboxylate C1C(CC12CCN(CC2)C(=O)OC(C)(C)C)C(=O)OC(C)(C)C